9-(2,6-dimethyl-4-prop-1-ynyl-phenyl)-3-azoniaspiro[5.5]undecane-8,10-dione CC1=C(C(=CC(=C1)C#CC)C)C1C(CC2(CC[NH2+]CC2)CC1=O)=O